COC(CCCOC1=C(C=CC=C1)C1=CC(=CC=C1)CC1N(CCCC1NS(=O)(=O)C)C(=O)OC(C)(C)C)=O tert-butyl 2-((2'-(4-methoxy-4-oxobutoxy)-[1,1'-biphenyl]-3-yl)methyl)-3-(methylsulfonamido)piperidine-1-carboxylate